C(C1=CC=CC=C1)N1CCC(CC1)CCNC(=O)C1CCN(CC1)C=1C=NC=C(C1)C#N N-[2-(1-benzylpiperidin-4-yl)ethyl]-1-(5-cyanopyridin-3-yl)piperidine-4-carboxamide